ClC1=C(C=CC=C1)C=1C(=NN2C1CC(CC2)(F)F)C(=O)N2[C@H](C(C1(CN(C1)C(C=C)=O)CC2)(F)F)C (S)-1-(7-(3-(2-chlorophenyl)-5,5-difluoro-4,5,6,7-tetrahydropyrazolo[1,5-a]pyridine-2-carbonyl)-5,5-difluoro-6-methyl-2,7-diazaspiro[3.5]nonan-2-yl)prop-2-en-1-one